C1(CC1)OC1=C(C(=O)N)C(=CN=C1)C=O 3-CYCLOPROPOXY-5-FORMYLISONICOTINAMIDE